C1(CC1)C1=NN(C=N1)C1CC2(CN(C2)C(=O)N2CC3(C2)CC(C3)CC3=CC(=CC=C3)S(=O)(=N)C)C1 [6-(3-cyclopropyl-1,2,4-triazol-1-yl)-2-azaspiro[3.3]heptan-2-yl]-[6-[[3-(methylsulfonimidoyl)phenyl]methyl]-2-azaspiro[3.3]heptan-2-yl]methanone